FC(C1=CC(=NC2=C1N=C(N=C2)N[C@@H]2CN(C[C@H](C2)F)C(=O)OC(C)(C)C)C2=CC(=C(C=C2)NS(=O)(=O)CC2=CC=C(C=C2)F)F)F tert-Butyl (3S,5S)-3-[[8-(difluoromethyl)-6-[3-fluoro-4-[(4-fluorophenyl)methylsulfonylamino]phenyl]pyrido[3,2-d]pyrimidin-2-yl]amino]-5-fluoro-piperidine-1-carboxylate